ClC=1C(=NC=C(C1C(F)F)Cl)C1=NC(=C(C=C1)Cl)C(=O)O 3',5,5'-Trichloro-4'-(difluoromethyl)-[2,2'-bipyridine]-6-carboxylic acid